2-cyano-3,3-diphenylacrylic acid, 2-ethylhexyl ester C(#N)C(C(=O)OCC(CCCC)CC)=C(C1=CC=CC=C1)C1=CC=CC=C1